1-(4,4-difluorocyclohexyl)piperazine hydrochloride Tert-butyl-4-(4,4-difluorocyclohexyl)piperazin-1-carboxylate C(C)(C)(C)OC(=O)N1CCN(CC1)C1CCC(CC1)(F)F.Cl.FC1(CCC(CC1)N1CCNCC1)F